3,6-bis(3,3'',6,6''-tetra-tert-butyl-9'H-[9,3':6',9''-tercarbazol]-9'-yl)tetrabenzo[a,c,h,j]phenazine C(C)(C)(C)C=1C=CC=2N(C3=CC=C(C=C3C2C1)C(C)(C)C)C=1C=CC=2N(C3=CC=C(C=C3C2C1)N1C2=CC=C(C=C2C=2C=C(C=CC12)C(C)(C)C)C(C)(C)C)C=1C=CC=2C(=C3C(=C4N=C5C6=C(C7=C(C5=NC24)C=CC=C7)C=CC=C6)C=CC(=C3)N3C6=CC=C(C=C6C=6C=C(C=CC36)N3C6=CC=C(C=C6C=6C=C(C=CC36)C(C)(C)C)C(C)(C)C)N3C6=CC=C(C=C6C=6C=C(C=CC36)C(C)(C)C)C(C)(C)C)C1